silicon-scandium [Sc].[Si]